thiopivaloate C(C(C)(C)C)(=S)[O-]